ClC1=C(C=CC=C1C1=C(C(=NC=C1)C1=CC(=C(C=C1)C=O)OC)Cl)NC(=O)C=1N(C2=C(CN(CC2)CCC2=CC=C(C=C2)F)N1)C N-[2-chloro-3-[3-chloro-2-(4-formyl-3-methoxy-phenyl)-4-pyridyl]phenyl]-5-[2-(4-fluorophenyl)ethyl]-1-methyl-6,7-dihydro-4H-imidazo[4,5-c]pyridine-2-carboxamide